4-butyrylamino-3-methyl-N-[(1r,3s)-3-{[2-(trifluoromethyl)quinolin-4-yl]amino}cyclohexyl]benzamide C(CCC)(=O)NC1=C(C=C(C(=O)N[C@H]2C[C@H](CCC2)NC2=CC(=NC3=CC=CC=C23)C(F)(F)F)C=C1)C